C(C1=CC=CC=C1)OC1=CC=C(C=C1)C[C@@H](C(=O)OC)NC(CC1CCN(CC1)C(CCC1=CC(=C(C=C1)OCC)F)=O)=O Methyl (S)-3-(4-(benzyloxy)phenyl)-2-(2-(1-(3-(4-ethoxy-3-fluorophenyl)propanoyl)piperidin-4-yl)acetamido)propanoate